cis-3-nonene-1,2-dicarboxylic acid C(C(\C=C/CCCCC)C(=O)O)C(=O)O